2-methyl-1,4-phenylenebis(4-(oct-7-en-1-oxy) benzoate) CC1=C(C=CC(=C1)C1=C(C(=O)[O-])C=CC(=C1)OCCCCCCC=C)C1=C(C(=O)[O-])C=CC(=C1)OCCCCCCC=C